4-methylsulfonyl-1H-imidazole CS(=O)(=O)C=1N=CNC1